CN(C=1OC2=CC=C(C=C2C(C1C)=O)C)C 2-(dimethylamino)-3,6-dimethyl-chromen-4-one